C[N-]C.C[N-]C.C[N-]C.[Ti+3] titanium tris(dimethylamide)